FC1(CCN(CCC1)C1=C(C(=O)NC2=CC(=CC=C2)[S@](=O)(=N)C)C(=C(C=N1)N1CC2(COC2)C1)C)F (S)-2-(4,4-difluoroazepan-1-yl)-4-methyl-N-(3-(S-methylsulfonimidoyl)phenyl)-5-(2-oxa-6-azaspiro[3.3]heptan-6-yl)nicotinamide